2,2,8,8-tetra-n-butyl-azocane C(CCC)C1(NC(CCCCC1)(CCCC)CCCC)CCCC